FC1=C(C=CC=C1F)C[C@@H](C(=O)O)N(C(=O)OC)C1C2=CC=CC=C2C=2C=CC=CC12 (2S)-3-(2,3-difluorophenyl)-2-(9H-fluoren-9-yl-methoxycarbonyl-amino)propanoic acid